N-(3-aminopropyl)-3-(5-(3-morpholinophenyl)-1H-imidazol-2-yl)-1H-indazole-5-carboxamide NCCCNC(=O)C=1C=C2C(=NNC2=CC1)C=1NC(=CN1)C1=CC(=CC=C1)N1CCOCC1